N-[6-(trifluoromethyl)-1,3-benzothiazol-2-yl]spiro[2.5]octane-5-carboxamide FC(C1=CC2=C(N=C(S2)NC(=O)C2CC3(CC3)CCC2)C=C1)(F)F